NC1=CC(=C(C=C1)C=1N=C(C2=C(N1)CNCC2)N2CCOCC2)F 2-(4-amino-2-fluorophenyl)-4-morpholinyl-5,6,7,8-tetrahydropyrido[3,4-d]pyrimidin